ClC1=CC=C(C=C1)C=1N(C(N(C1)CC1=NN(C(=N1)[C@H](C)O)C1=CC(=C(C=C1)Cl)Cl)=O)C[C@@H](C(F)(F)F)O 4-(4-chlorophenyl)-1-((1-(3,4-dichlorophenyl)-5-((S)-1-hydroxyethyl)-1H-1,2,4-triazol-3-yl)methyl)-3-((S)-3,3,3-trifluoro-2-hydroxypropyl)-1,3-dihydro-2H-imidazol-2-one